N1(CCC2=CC=CC=C12)CCNS(=O)(=O)C1=C(C=CC=C1)C(F)(F)F N-(2-(INDOLIN-1-YL)ETHYL)-2-(TRIFLUOROMETHYL)BENZENESULFONAMIDE